FC1=C(C=CC=C1)NC=1C=C2C=NNC2=CC1C#CC(C)C N-(2-fluorophenyl)-6-(3-methylbut-1-ynyl)-1H-indazol-5-amine